methyl 2-(6,6-dimethyl-1,4,5,7-tetrahydroindazol-3-yl)-1H-indole-5-carboxylate CC1(CCC=2C(=NNC2C1)C=1NC2=CC=C(C=C2C1)C(=O)OC)C